2-((1-(4-cyano-6-methyl-2-(pyrrolidin-1-yl)quinolin-8-yl)ethyl)amino)benzoic acid C(#N)C1=CC(=NC2=C(C=C(C=C12)C)C(C)NC1=C(C(=O)O)C=CC=C1)N1CCCC1